1-((6-(cis-2,6-dimethylmorpholino)pyridin-2-yl)methyl)-1H-1,2,3-triazole C[C@@H]1O[C@@H](CN(C1)C1=CC=CC(=N1)CN1N=NC=C1)C